1-(2-(cyclopentyl(methyl)amino)phenyl)-N4,N4-dimethylbenzene-1,4-disulfonamide C1(CCCC1)N(C1=C(C=CC=C1)C1(CC=C(C=C1)S(=O)(=O)N(C)C)S(=O)(=O)N)C